OCC1CCC(CC1)C=1OC2=C(N1)C=C(C(=C2)NC(=O)C2=NC(=CC=C2)C(F)(F)F)N2CCOCC2 N-[2-[4-(hydroxymethyl)cyclohexyl]-5-morpholino-1,3-benzoxazol-6-yl]-6-(trifluoromethyl)pyridine-2-carboxamide